C(C=C)(=O)N1CC(N(CC1)C=1C2=C(N(C(N1)=O)C=1C(=NC=CC1C)C(C)C)N=C(C(=C2)C2CC2)C2=C(C=CC=C2)F)C 4-(4-acryloyl-2-methylpiperazin-1-yl)-6-cyclopropyl-7-(2-fluorophenyl)-1-(2-isopropyl-4-methylpyridin-3-yl)pyrido[2,3-d]pyrimidin-2(1H)-one